FC(C(C)(O)C1=CC=C(C=C1)N1C=2N(CC(C1)CNC(C=C)=O)N=CC2)(F)F N-((4-(4-(1,1,1-trifluoro-2-hydroxypropan-2-yl)phenyl)-4,5,6,7-tetrahydropyrazolo[1,5-a]pyrimidin-6-yl)methyl)acrylamide